C(OC1=C(C=NC=C1)N(C1=CC=C(C=C1)C(F)(F)F)C1CCN(CC1)C=1C=NC(=NC1)C)([2H])([2H])[2H] [4-(2H3)methoxy-3-pyridyl][1-(2-methyl-5-pyrimidinyl)-4-piperidyl][p-(trifluoromethyl)phenyl]amine